ClC1=C(OC=2C(=CC(NN2)=O)C)C(=CC(=C1)[N+](=O)[O-])Cl 6-(2,6-dichloro-4-nitrophenoxy)-5-methylpyridazin-3(2H)-one